2-(4-carbamoylpiperidin-1-yl)-4-(phenylamino)pyrimidine-5-carboxamide C(N)(=O)C1CCN(CC1)C1=NC=C(C(=N1)NC1=CC=CC=C1)C(=O)N